C(C)OC1=CC=C(CC=2C=C(C=CC2Cl)[C@@H]2O[C@@H]([C@H]([C@@H]([C@H]2O)O)O)CO)C=C1 (2S,3R,4R,5S,6R)-2-(3-(4-ethoxybenzyl)-4-chlorophenyl)-6-hydroxymethyltetrahydro-2H-pyran-3,4,5-triol